ClC1=CC=C2C(=NC(N(C2=C1)C=1C=NC=NC1)=O)NC 7-chloro-4-(methylamino)-1-(pyrimidin-5-yl)-quinazolin-2(1H)-one